4-phenyl-5-ethyloxyl-2-ethoxycarbonyl-oxazole C1(=CC=CC=C1)C=1N=C(OC1OCC)C(=O)OCC